P(=O)(O)(O)OC[C@@H]1[C@H]([C@H]([C@@H](O1)N1C=NC=2C(O)=NC=NC12)O)O Inosin 5'-Monophosphat